ClC=1C=C2C(=NC(=NC2=C(C1C1=C2C=NNC2=CC=C1C(C)C)F)N1CC(C1)N(C)C)N1C[C@H](N(C[C@@H]1C)C(C=C)=O)C 1-((2R,5S)-4-(6-chloro-2-(3-(dimethylamino)azetidin-1-yl)-8-fluoro-7-(5-isopropyl-1H-indazol-4-yl)quinazolin-4-yl)-2,5-dimethylpiperazin-1-yl)prop-2-en-1-one